(S)-N-(1-(4-chlorophenyl)-3-hydroxypropyl)-2-(methylamino)-5,6-dihydrothieno[3,2-h]quinazoline-8-carboxamide ClC1=CC=C(C=C1)[C@H](CCO)NC(=O)C1=CC=2CCC=3C=NC(=NC3C2S1)NC